NC1=NC(N(C=C1)[C@H]1C([C@H](O)[C@H](O1)CO)(F)F)=O 4-amino-1-(2-deoxy-2,2-difluoro-beta-D-erythro-pentofuranosyl)pyrimidin-2(1H)-one